2-({[(3,6-dichloropyridazin-4-yl)carbonyl]amino}methyl)-4-methyl-1,3-thiazole ClC=1N=NC(=CC1C(=O)NCC=1SC=C(N1)C)Cl